BrC1=CC=2[C@](C3=C(NC2N=C1)CC(CC3)(C)C)(C3=CC=CC=C3)C (5S)-3-bromo-5,8,8-trimethyl-5-phenyl-9,10-dihydro-7H-benzo[b][1,8]naphthyridin